COC=1C=2N(C=C(N1)C=1C=NN(C1)C)N=CC2C(=O)NC=2C(=NC=C(C2)NC(CN2[C@H](CCC2)C)=O)C (S)-4-methoxy-6-(1-methyl-1H-pyrazol-4-yl)-N-(2-methyl-5-(2-(2-methylpyrrolidin-1-yl)acetamido)pyridin-3-yl)pyrazolo[1,5-a]pyrazine-3-carboxamide